C(C)(C)(C)[C@H]1C=2C=C(C(NC2C2=C(C1)N1C(=N2)C(=CC(=C1)OC(F)F)OC(F)F)=O)C(=O)O (S)-5-(tert-butyl)-9,11-bis(difluoromethoxy)-2-oxo-1,2,5,6-tetrahydropyrido[2',1':2,3]imidazo[4,5-h]quinoline-3-carboxylic acid